dimethyl-4,4-diaminobiphenyl CC1C(=C(C=CC1(N)N)C1=CC=CC=C1)C